4-(oxetan-3-yloxy)-N-[(1S,3S)-3-[3-(2-pyridyl)-1,2,4-triazol-1-yl]cyclohexyl]-5-(trifluoromethyl)pyrimidin-2-amine O1CC(C1)OC1=NC(=NC=C1C(F)(F)F)N[C@@H]1C[C@H](CCC1)N1N=C(N=C1)C1=NC=CC=C1